Lithium cyanoethylsulfate C(#N)CCOS(=O)(=O)[O-].[Li+]